5-(2,6-dichloro-4-(6-(difluoromethyl)-3,5-dioxo-4,5-dihydro-1,2,4-triazin-2(3H)-yl)phenoxy)-2-hydroxy-N-((1R,3R)-3-hydroxycyclopentyl)benzenesulfonamide ClC1=C(OC=2C=CC(=C(C2)S(=O)(=O)N[C@H]2C[C@@H](CC2)O)O)C(=CC(=C1)N1N=C(C(NC1=O)=O)C(F)F)Cl